4-(2-amino-5-(1-methyl-1H-pyrrolo[2,3-b]pyridin-3-yl)phenyl)pyrrolidin-2-one NC1=C(C=C(C=C1)C1=CN(C2=NC=CC=C21)C)C2CC(NC2)=O